ClC=1C=C(C=CC1OC)C1=C(N=C(S1)N)C1CC1 5-(3-chloro-4-methoxyphenyl)-4-cyclopropylthiazol-2-amine